CC1=C(C=CC=C1C)N1CCN(CC1)C=1C=CC(=C(C(=O)OC)C1)[N+](=O)[O-] methyl 5-(4-(2,3-dimethylphenyl) piperazin-1-yl)-2-nitrobenzoate